FC=1C=NC=CC1C1CN(C1)[C@@H]1[C@@H](CCCC1)OC=1C=C2CN(C(C2=CC1)=O)N1C(CCCC1=O)=O (5-(((cis)-2-(3-(3-fluoropyridin-4-yl)azetidin-1-yl)cyclohexyl)oxy)-1-oxoisoindolin-2-yl)piperidine-2,6-dione